FC1(CCN(CC1)C=1N=C2N(C(C1C)=O)C=C(C=C2[C@@H](C)NC2=C(C(=O)O)C=CC=C2)C)F (R)-2-((1-(2-(4,4-difluoropiperidin-1-yl)-3,7-dimethyl-4-oxo-4H-pyrido[1,2-a]pyrimidin-9-yl)ethyl)amino)benzoic acid